Pentyl 9-((4-(heptadecan-9-yloxy)-4-oxobutyl)((3-((1H-imidazol-4-yl)formamido)propyl))amino)nonanoate CCCCCCCCC(CCCCCCCC)OC(CCCN(CCCCCCCCC(=O)OCCCCC)CCCNC(=O)C=1N=CNC1)=O